COC1=C(CN2C(N(CCC2=O)C=2C=NN3C2C=C(C=C3)CC3CCN(CC3)C(=O)OC(C)(C)C)=O)C=CC(=C1)OC tert-butyl 4-((3-(3-(2,4-dimethoxybenzyl)-2,4-dioxotetrahydropyrimidin-1(2H)-yl)pyrazolo[1,5-a]pyridin-5-yl)methyl)piperidine-1-carboxylate